OC(C)[C@H]1N(C(CC1)OC)C(=O)OC(C)(C)C tert-butyl (2S)-2-(1-hydroxyethyl)-5-methoxypyrrolidine-1-carboxylate